C(C1=CC=CC=C1)(=O)C1=CC=C2C=3C=CC(=CC3CC2=C1)C(C(C)(C)Cl)=O 1-(7-benzoyl-9H-fluoren-2-yl)-2-chloro-2-methylpropan-1-one